7-amino-2-(5-hydroxypentyl)-8-(naphthalen-1-ylmethyl)-6-oxo-9-(3-(trifluoromethyl)phenyl)-3,4-dihydro-2H,6H-pyrido[1,2-e][1,2,5]thiadiazine-4-carboxylic acid 1,1-dioxide NC1=C(C(=C2N(C(CN(S2(=O)=O)CCCCCO)C(=O)O)C1=O)C1=CC(=CC=C1)C(F)(F)F)CC1=CC=CC2=CC=CC=C12